4-(3,4-Dicarboxyphenyl)-3-[4-(3-oxo-3-phenylprop-1-enyl)phenoxy]phthalic acid C(=O)(O)C=1C=C(C=CC1C(=O)O)C=1C(=C(C(C(=O)O)=CC1)C(=O)O)OC1=CC=C(C=C1)C=CC(C1=CC=CC=C1)=O